3-(6-fluoropyridin-3-yl)-6-oxopiperidine-3-carboxylic acid FC1=CC=C(C=N1)C1(CNC(CC1)=O)C(=O)O